2-((1H-indazol-5-yl)oxy)acetic acid tert-butyl ester C(C)(C)(C)OC(COC=1C=C2C=NNC2=CC1)=O